1-methyl-4-(((tetrahydro-2H-pyran-2-yl)thio)(3,5,6-trimethylpyrazin-2-yl)methyl)piperidin-4-ol CN1CCC(CC1)(O)C(C1=NC(=C(N=C1C)C)C)SC1OCCCC1